2-((2s,4s)-2-(aminomethyl)-5-chloro-2-phenyl-2,3-dihydrofuro[2,3-b]pyridin-4-yl)-3-fluorobenzamide NC[C@]1(CC=2C(=NC=C(C2C2=C(C(=O)N)C=CC=C2F)Cl)O1)C1=CC=CC=C1